Cl.NCC=1C=C2C(N3C(=NC2=CC1)C(C1=CC(=CC=C13)F)=O)=O 2-(aminomethyl)-8-fluoroindolo[2,1-b]quinazoline-6,12-dione hydrochloride salt